5-azido-N-butyl-2-(2,6-dimethoxy-4-((methylamino)methyl)benzyl)-2H-pyrazolo[4,3-d]pyrimidin-7-amine hydrochloride Cl.N(=[N+]=[N-])C=1N=C(C=2C(N1)=CN(N2)CC2=C(C=C(C=C2OC)CNC)OC)NCCCC